tert-butyl-N-[2-(2-hydroxyethylsulfanyl)ethyl]carbamate C(C)(C)(C)OC(NCCSCCO)=O